FC(C=1OC(=NN1)C1=CC=C(C=C1)C#C)F 2-(difluoromethyl)-5-(4-ethynylphenyl)-1,3,4-oxadiazole